C(C)(C)(C)C1=NC=CC(=C1)C1CC(CC1)C1=CC(=NN1)NC1=C(C2=C(NS(C2)(=O)=O)C=C1)F 5-((5-(3-(2-(tert-butyl)pyridin-4-yl)cyclopentyl)-1H-pyrazol-3-yl)amino)-4-fluoro-1,3-dihydrobenzo[c]isothiazole 2,2-dioxide